ClC1=CC=C(C(=N1)C1=NC(=NN1C)C=1SC=CC1)S(=O)(=O)NC 6-chloro-N-methyl-2-[1-methyl-3-(thiophen-2-yl)-1H-1,2,4-triazol-5-yl]pyridine-3-sulfonamide